tert-butyl (2'S,7R)-2-formyl-3-(methoxymethyl)-2'-methyl-spiro[4,5-dihydrothieno[2,3-c]pyran-7,4'-piperidine]-1'-carboxylate C(=O)C1=C(C2=C(S1)[C@@]1(C[C@@H](N(CC1)C(=O)OC(C)(C)C)C)OCC2)COC